acryloyl-Oxyethyl-hexahydrophthalic acid C(C=C)(=O)OCCC1(C(=O)O)C(C(=O)O)CCCC1